C(C=C)(=O)N1C[C@@H]2N(C(C=3C=C(C(=C4C(=CN(C34)CC2)F)C2=CC=C(C=3SC(=C(C32)C#N)N)F)F)=O)CC1 (R)-4-((R)-10-Acryloyl-2,4-difluoro-14-oxo-8,8a,9,10,11,12-hexahydro-7H,14H-pyrazino[1',2':5,6][1,5]diazocino[3,2,1-hi]indol-3-yl)-2-amino-7-fluorobenzo[b]thiophene-3-carbonitrile